C1(CC1)C=1C=CC(=NC1F)C(NC(=O)C1N(CC(C1)F)C(CC1=NOC(N1C)=O)=O)C1=CC=CC=C1 N-[(5-cyclopropyl-6-fluoropyridin-2-yl)(phenyl)methyl]-4-fluoro-1-[2-(4-methyl-5-oxo-4,5-dihydro-1,2,4-oxadiazol-3-yl)acetyl]pyrrolidine-2-carboxamide